BrC1=C(C(=C2C(=NC(=NC2=C1F)OC[C@]12CCCN2C[C@@H](C1)F)O)F)Cl 7-bromo-6-chloro-5,8-difluoro-2-(((2R,7aS)-2-fluorotetrahydro-1H-pyrrolizin-7a(5H)-yl)methoxy)quinazolin-4-ol